trans-cinnamate C(\C=C\C1=CC=CC=C1)(=O)[O-]